ClC=1C=C2C(=NC1)N(C=C2B2OC(C(O2)(C)C)(C)C)S(=O)(=O)C2=CC=C(C)C=C2 5-chloro-3-(4,4,5,5-tetramethyl-1,3,2-dioxaborolane-2-yl)-1-p-toluenesulfonyl-1H-pyrrolo[2,3-b]pyridine